NC=1C=C2C(=NNC2=CC1)C1=CC(=NC=C1)N1CCN(CC1)CC1CCN(CC1)CC1CCN(CC1)C=1C=C2C(N(C(C2=CC1)=O)C1C(NC(CC1)=O)=O)=O 5-[4-[[4-[[4-[4-(5-amino-1H-indazol-3-yl)-2-pyridyl]piperazin-1-yl]methyl]-1-piperidyl]methyl]-1-piperidyl]-2-(2,6-dioxo-3-piperidyl)isoindoline-1,3-dione